cyclobutyl-N1-(2-methoxyethyl)ethane-1,2-diamine C1(CCC1)C(CN)NCCOC